4-(2,6-dimethyl-6,7-dihydropyrazolo[1,5-a]pyrimidin-4(5H)-yl)-N-(5-fluoro-[2,3'-bipyridin]-6'-yl)-4-oxobutanamide CC1=NN2C(N(CC(C2)C)C(CCC(=O)NC2=CC=C(C=N2)C2=NC=C(C=C2)F)=O)=C1